7-(7-((tert-butoxycarbonyl)(4-(pyridin-2-yl)benzyl)amino)-3-cyclopropylpyrazolo[1,5-a]pyrimidin-5-yl)-4,7-diazaspiro[2.5]octane-4-carboxylic acid tert-butyl ester C(C)(C)(C)OC(=O)N1C2(CC2)CN(CC1)C1=NC=2N(C(=C1)N(CC1=CC=C(C=C1)C1=NC=CC=C1)C(=O)OC(C)(C)C)N=CC2C2CC2